O[C@H](CC(=O)O)[C@H](CCCCCCCCCCCC)O |&1:6| (3R,4S)- and (3R,4R)-3,4-dihydroxyhexadecanoic acid